tris(diethylamino)(3-isopropenylphenyl)silane methyl-2-[(5-fluoropyridin-2-yl)(hydroxy)methyl]prop-2-enoate COC(C(=C)C(O)C1=NC=C(C=C1)F)=O.C(C)N(CC)[Si](C1=CC(=CC=C1)C(=C)C)(N(CC)CC)N(CC)CC